C1(=CC=CC=C1)C1=CC=C(C2=CC=CC=C12)C1CCNCC1 4-(4-phenylnaphthalen-1-yl)piperidine